3'-O-α-L-fucosyl-2'-deoxyuridine [C@@H]1([C@@H](O)[C@H](O)[C@H](O)[C@@H](O1)C)O[C@H]1C[C@@H](O[C@@H]1CO)N1C(=O)NC(=O)C=C1